7-[1-(Azetidin-3-yl)-5-methyl-pyrazol-4-yl]-5-[(1R)-1-(2-pyridyl)ethoxy]imidazo[1,2-a]pyridine-3-carbonitrile N1CC(C1)N1N=CC(=C1C)C1=CC=2N(C(=C1)O[C@H](C)C1=NC=CC=C1)C(=CN2)C#N